N-(8-(4,4-difluoropiperidin-1-yl)imidazo[1,5-a]pyridin-6-yl)-4-(methylsulfonyl)-2-(6-azaspiro[2.5]octan-6-yl)benzamide FC1(CCN(CC1)C=1C=2N(C=C(C1)NC(C1=C(C=C(C=C1)S(=O)(=O)C)N1CCC3(CC3)CC1)=O)C=NC2)F